O[C@H]1[C@H](O[C@@]2(CCCO2)[C@@H]([C@H]1OCC=1C(OC2=CC=C(C(=C2C1)F)F)=O)O)CO 3-((((5S,7R,8S,9S,10R)-8,10-dihydroxy-7-(hydroxymethyl)-1,6-dioxaspiro[4.5]decane-9-yl)oxy)methyl)-5,6-difluoro-2H-chromen-2-one